tert-butyl 2-(3-(5-(3-((tert-butoxycarbonylamino)methyl)-4-fluorophenoxy)pentyloxy)propoxy)acetate C(C)(C)(C)OC(=O)NCC=1C=C(OCCCCCOCCCOCC(=O)OC(C)(C)C)C=CC1F